1-bromo-3-((2-ethylhexyl)oxy)benzene BrC1=CC(=CC=C1)OCC(CCCC)CC